1-(1,3-Benzodioxol-5-yl)but-3-yn-2-amine hydrochloride Cl.O1COC2=C1C=CC(=C2)CC(C#C)N